5-[(R)-(1,3-Dimethyl-azetidin-3-yl)-hydroxy-(4-isopropyl-phenyl)-methyl]-pyridin-3-ol CN1CC(C1)(C)[C@@](C=1C=C(C=NC1)O)(C1=CC=C(C=C1)C(C)C)O